2-bromo-4-(tert-butyl)phenol BrC1=C(C=CC(=C1)C(C)(C)C)O